N'-(4-methoxybenzylidene)benzohydrazide COC1=CC=C(C=C1)/C=N/NC(=O)C2=CC=CC=C2